CC(CNC1=NC=C(C=N1)SC)CNC1=NC=C(N=C1)C1=NC=CC=C1 2-Methyl-N1-(5-(methylthio)pyrimidin-2-yl)-N3-(5-(pyridin-2-yl)pyrazin-2-yl)propane-1,3-diamine